2-((1-(4-(2-(2-Aminopyridin-3-yl)-5-(1-methyl-2-oxo-1,2-dihydropyridin-4-yl)-3H-imidazo[4,5-b]pyridin-3-yl)benzyl)piperidin-4-yl)amino)pyrimidine-4-carbonitrile NC1=NC=CC=C1C1=NC=2C(=NC(=CC2)C2=CC(N(C=C2)C)=O)N1C1=CC=C(CN2CCC(CC2)NC2=NC=CC(=N2)C#N)C=C1